ClC1=C(C(=CC=C1Cl)O)C(C1=CC=NC=C1)N1C(CCC1)C(=O)N [(2,3-dichloro-6-hydroxyphenyl)(pyridin-4-yl)methyl]pyrrolidine-2-carboxamide